isopropyl (R)-2-amino-2-(2-fluoro-4-methoxyphenyl)-4,4-dimethylpentanoate hydrochloride Cl.N[C@](C(=O)OC(C)C)(CC(C)(C)C)C1=C(C=C(C=C1)OC)F